FC(C=1C=C(OC2=NC(=NC(=N2)NC2=CC(=CC=C2)C(F)(F)F)N2C[C@@H](CC2)O)C=CC1)(F)F (R)-1-(4-(3-(trifluoromethyl)phenoxy)-6-((3-(trifluoromethyl)phenyl)amino)-1,3,5-triazin-2-yl)pyrrolidin-3-ol